C(C1=CC=CC=C1)OC(=O)C1C(CC(CC1C1=CC=C(C=C1)Br)OCC1CC1)C(=O)O 2-((benzyloxy)carbonyl)-3-(4-bromophenyl)-5-(cyclopropylmethoxy)cyclohexane-1-carboxylic acid